C(C1=C(C=CC(=C1C1=CC=CC=2NN=NC21)C(C)(C)CC(C)(C)C)O)C2=C(C=CC(=C2C2=CC=CC=1NN=NC12)C(C)(C)CC(C)(C)C)O 2,2'-methylenebis(4-tert-octyl-(benzotriazolyl)phenol)